(3,4-epoxycyclohexylethyl)trimethoxysilane C1(CC2C(CC1)O2)CC[Si](OC)(OC)OC